FC1=CC2=C(N(C(CO2)=O)CC#C)C=C1N1C(N(C(N(C1=O)C)=S)C)=O 3-[7-fluoro-3,4-dihydro-3-oxo-4-(2-propyn-1-yl)-2H-1,4-benzoxazin-6-yl]dihydro-1,5-dimethyl-6-thioxo-1,3,5-triazine-2,4(1H,3H)-dione